1'-(3-(7-fluoro-5-methyl-1-oxo-1,2-dihydroisoquinolin-3-yl)propanoyl)-1',2',3',6'-tetrahydro-[2,4'-bipyridine]-5-carbonitrile FC1=CC(=C2C=C(NC(C2=C1)=O)CCC(=O)N1CCC(=CC1)C1=NC=C(C=C1)C#N)C